OC(C)(C)C=1N=CC(=NC1)N1C(O[C@@]2(C[C@@](C3(CC3)CC2)(C)CN2C=NC3=C2C=C(C=C3)C#N)C1)=O |r| rac-1-(((4R,6S)-9-(5-(2-Hydroxypropan-2-yl)pyrazin-2-yl)-4-methyl-8-oxo-7-oxa-9-azadispiro[2.2.46.23]dodecan-4-yl)methyl)-1H-benzo[d]imidazole-6-carbonitrile